(S)-3-(3-(4-hydroxy-1-methyl-2-oxo-1,2-dihydropyridin-3-yl)ureido)-3-(4-(o-tolyloxy)phenyl)propanoic acid OC1=C(C(N(C=C1)C)=O)NC(N[C@@H](CC(=O)O)C1=CC=C(C=C1)OC1=C(C=CC=C1)C)=O